α-carboxyphenylacetic acid C(=O)(O)C(C(=O)O)C1=CC=CC=C1